BrCC1=CN(C2=C(C=C(C=C12)OC)Cl)C(=O)OC(C)(C)C tert-butyl 3-(bromomethyl)-7-chloro-5-methoxy-1H-indole-1-carboxylate